4-bromo-3-(bromomethyl)-1,5-dimethyl-pyrazole BrC=1C(=NN(C1C)C)CBr